C1(CC1)C1=C(C=C(C=C1)N1CCN(CC1)C)[N+](=O)[O-] 1-(4-cyclopropyl-3-nitrophenyl)-4-methylpiperazine